3-(difluoromethyl)-1-methyl-N-[1,1,3-trimethylindan-4-yl]pyrazol-4-carboxamide FC(C1=NN(C=C1C(=O)NC1=C2C(CC(C2=CC=C1)(C)C)C)C)F